N1N=CC=2C1=NC=NC2NC(C(=O)O)CCN(CCCCC2=NC=1NCCCC1C=C2)CCOC2=CC=C(C=C2)F 2-((1H-pyrazolo[3,4-d]pyrimidin-4-yl)amino)-4-((2-(4-fluorophenoxy)ethyl)(4-(5,6,7,8-tetrahydro-1,8-naphthyridin-2-yl)butyl)amino)butanoic acid